6-((Benzyl(methyl)amino)methyl)-N4-(2-methoxy-5-methylphenyl)pyrimidine-2,4-diamine C(C1=CC=CC=C1)N(C)CC1=CC(=NC(=N1)N)NC1=C(C=CC(=C1)C)OC